2-((3R,4R)-3-fluoro-4-(pyridin-4-yloxy)pyrrolidin-1-yl)acetamide F[C@@H]1CN(C[C@H]1OC1=CC=NC=C1)CC(=O)N